benzyl (S)-4-(5-acetoxy-3,4-dihydro-2H-pyrano[2,3-f]quinazolin-10-yl)-2-(cyanomethyl)piperazine-1-carboxylate C(C)(=O)OC1=C2C(=C3C(=NC=NC3=C1)N1C[C@@H](N(CC1)C(=O)OCC1=CC=CC=C1)CC#N)OCCC2